2-(Difluoromethylsulfonyl)pyridine tert-butyl-(2R,3S,4S,5R)-3-(3,4-difluoro-2-(((trifluoromethyl)sulfonyl)oxy)phenyl)-4,5-dimethyl-5-(trifluoromethyl)tetrahydrofuran-2-carboxylate C(C)(C)(C)OC(=O)[C@@H]1O[C@]([C@H]([C@H]1C1=C(C(=C(C=C1)F)F)OS(=O)(=O)C(F)(F)F)C)(C(F)(F)F)C.FC(S(=O)(=O)C1=NC=CC=C1)F